Cl.CC1(CCCC1)N1C[C@@H](CCC1)N (3R)-1-(1-methylcyclopentyl)piperidin-3-amine hydrochloride